N1CCCC2=CC(=NC=C12)C#N 1,2,3,4-tetrahydro-1,7-naphthyridine-6-carbonitrile